Nitroindazole C1=CC2=C(NN=C2C=C1)[N+](=O)[O-]